[N+](=O)([O-])C1=CC=C(N)C(=C1)[N+](=O)[O-] 4,6-dinitroaniline